4-{5-[4-(methylthiocarbamoyl)phenyl]-1,3,4-oxadiazol-2-yl}piperidine-1-carboxylic acid tert-butyl ester C(C)(C)(C)OC(=O)N1CCC(CC1)C=1OC(=NN1)C1=CC=C(C=C1)C(NC)=S